Methyl 4-([1,1'-biphenyl]-4-ylmethoxy)quinoline-2-carboxylate C1(=CC=C(C=C1)COC1=CC(=NC2=CC=CC=C12)C(=O)OC)C1=CC=CC=C1